2-[4-(4-{[(tertbutoxy)carbonyl]amino}piperidin-1-yl)-3-(3,5-difluorophenyl)quinolin-6-yl]-6-cyanophenyl methyl carbonate C(OC1=C(C=CC=C1C#N)C=1C=C2C(=C(C=NC2=CC1)C1=CC(=CC(=C1)F)F)N1CCC(CC1)NC(=O)OC(C)(C)C)(OC)=O